FC(C(=O)O)(F)F.FC1=C(C(=O)N)C=CC(=C1)C(C)(C)O 2-fluoro-4-(2-hydroxy-prop-2-yl)benzamide trifluoroacetate